FC1=NC(=CC=C1)OC 2-fluoro-6-methoxypyridin